CC1(CC(=NC=C1)C1=NC=CC=C1)CCCCCC(=O)O 4-methyl-(2,2'-bipyridyl)-4-hexanoic acid